C1(CC1)C1=CC(=NO1)C(=C(C#N)C#N)OC 2-((5-cyclopropylisoxazol-3-yl)(methoxy)methylene)malononitrile